BrC=1C(=NC(=NC1)NC1=CC2=C(OCCO2)C=C1)NC1=C(C(=O)NC)C=CC=C1 2-((5-Bromo-2-((2,3-dihydrobenzo[b][1,4]dioxin-6-yl)amino)pyrimidin-4-yl)amino)-N-methylbenzamide